OC1=C2C(C(=C(OC2=CC=C1)O)C1=CC=CC=C1)=O dihydroxy-isoflavone